tert-butyl N-{6-bromo-2-chloropyrrolo[2,1-f][1,2,4]triazin-4-yl}-N-(furan-2-ylmethyl)carbamate BrC=1C=C2C(=NC(=NN2C1)Cl)N(C(OC(C)(C)C)=O)CC=1OC=CC1